C1(CC1)CC1=C(C(=NN1C=1SC=C(N1)C(=O)O)C1=CC(=C(C=C1)F)C=1C(=NOC1C)C)CC1=CC(=C(C=C1)S(N)(=O)=O)F 2-(5-(cyclopropylmethyl)-3-(3-(3,5-dimethylisoxazol-4-yl)-4-fluorophenyl)-4-(3-fluoro-4-sulfamoylbenzyl)-1H-pyrazol-1-yl)thiazole-4-carboxylic acid